COCC1CN(CCO1)C=1C=CC=2N(C1)N=C(N2)C2=C1C=C(N=CC1=C(N=C2)NC)C2(CC2)C(=O)N (5-(6-(2-(methoxymethyl)morpholinyl)-[1,2,4]triazolo[1,5-a]pyridin-2-yl)-8-(methylamino)-2,7-naphthyridin-3-yl)cyclopropanecarboxamide